isopropyl (R)-2-(((benzyloxy) carbonyl) amino)-2-(4-(1-(difluoromethyl)-1H-pyrazol-4-yl) phenyl)-4-methylpent-4-enoate C(C1=CC=CC=C1)OC(=O)N[C@](C(=O)OC(C)C)(CC(=C)C)C1=CC=C(C=C1)C=1C=NN(C1)C(F)F